(-)-Quercetin O1C(=C(O)C(=O)C=2C(O)=CC(O)=CC12)C1=CC(O)=C(O)C=C1